5-[3-(tert-butoxy)-3-oxopropyl]-[1,2,4]triazolo[1,5-a]pyridin-8-yl 4-{[(1Z)-{[(tert-butoxy)carbonyl]amino}({[(tert-butoxy)carbonyl]imino}) methyl]amino}benzoate C(C)(C)(C)OC(=O)N\C(=N/C(=O)OC(C)(C)C)\NC1=CC=C(C(=O)OC=2C=3N(C(=CC2)CCC(=O)OC(C)(C)C)N=CN3)C=C1